C(C)OC1=C(O[C@H]2CN(CCC2)C2=CN=CC(=N2)NC=2C=CC(=NC2)C=2C=C(C=CC2)CC(C(=O)O)(C)C)C=CC=C1 (R)-3-(3-(5-((6-(3-(2-ethoxyphenoxy)piperidin-1-yl)pyrazin-2-yl)amino)pyridin-2-yl)phenyl)-2,2-dimethylpropanoic acid